tert-butyl 4-[(6-oxo-5-phenyl-1,6-dihydropyrimidin-1-yl)methyl]piperidine-1-carboxylate O=C1C(=CN=CN1CC1CCN(CC1)C(=O)OC(C)(C)C)C1=CC=CC=C1